COC(=O)C=1N(C=C(C1)NC(=O)C=1N(C=C(C1)[N+](=O)[O-])C)C Methyl-1-methyl-4-(1-methyl-4-nitro-1H-pyrrole-2-carboxamido)-1H-pyrrole-2-carboxylate